Cl.NC=1C=NC=C(C1N1CCC(CC1)C(=O)N1CCN(CC1)C)F [1-(3-amino-5-fluoro-4-pyridyl)-4-piperidyl]-(4-methylpiperazin-1-yl)methanone hydrochloride